tert-butyl 6-(4-fluoro-2-(trifluoromethyl) benzyl)-2,6-diazaspiro[3.3]heptane-2-carboxylate FC1=CC(=C(CN2CC3(CN(C3)C(=O)OC(C)(C)C)C2)C=C1)C(F)(F)F